C(OCC1=CC=CC=C1)(=O)N=[N+]=[N-] Benzyl Carbonazidate